1-(7-((4,4-difluorocyclohexyl)oxy)-5-fluoro-3,4-dihydroisoquinolin-2(1H)-yl)prop-2-en-1-one FC1(CCC(CC1)OC1=CC(=C2CCN(CC2=C1)C(C=C)=O)F)F